6-ethyl-5-(2-phenylquinolin-8-yl)pyridin-2-amine C(C)C1=C(C=CC(=N1)N)C=1C=CC=C2C=CC(=NC12)C1=CC=CC=C1